BrC=1C=C(C(=NC1)C=1N=C2N(C(C1)=O)N(C(=C2)C2CC2)C)SCC 5-(5-bromo-3-ethylsulfanyl-2-pyridyl)-2-cyclopropyl-1-methyl-pyrazolo[1,5-a]pyrimidin-7-one